OCCNCC=1C=CC(=NC1)C(=O)NC=1C(=C(C=CC1)C1=C(C(=CC=C1)NC(=O)C1=CC=C(C=N1)C1=NCCC(N1)C(=O)O)C)C 2-(6-((3'-(5-(((2-hydroxyethyl)amino)methyl)picolinamido)-2,2'-dimethyl-[1,1'-biphenyl]-3-yl)carbamoyl)pyridin-3-yl)-3,4,5,6-tetrahydropyrimidine-4-carboxylic acid